N1=CC(=CC2=CC=C(C=C12)O)O chinolin-3,7-diol